C(C)(C)(C)NC(CN(C=1C2=C(N=C(N1)C1=NC=CC(=C1)OC[C@@H]1N(CCC1)C)CCC2)C)=O N-tert-butyl-2-{methyl[2-(4-{[(2R)-1-methylpyrrolidin-2-yl]methoxy}pyridin-2-yl)-5H,6H,7H-cyclopenta[d]pyrimidin-4-yl]amino}acetamide